C(C)C1CC2=CC[C@H]3[C@@H]4CCC([C@@]4(CI)CC([C@@H]3[C@H]2CC1)=C)CC 3,17-diethyl-11-methylene-18-iodo-estra-5-ene